NC1=C2N=CN(C2=NC(=N1)F)[C@H]1C[C@@H]([C@@](O1)(C#C)CO[P@](=O)(OC1=CC=CC=C1)N[C@@H](C)C(=O)OCCCCCCCCCCCCCCCCCCCCCC)O Docosyl ((S)-(((2R,3S,5R)-5-(6-amino-2-fluoro-9H-purin-9-yl)-2-ethynyl-3-hydroxytetrahydrofuran-2-yl) methoxy)(phenoxy)phosphoryl)-L-alaninate